4,7-dihydro-1H,3H-dipyrano[3,4-b:3',4'-d]pyridine-5,10(6H,9H)-dione C1OCCC2=C1C1=C(NC2=O)COCC1=O